6-diazo-5-oxohexanoic acid phenylpropyl ester C1(=CC=CC=C1)CCCOC(CCCC(C=[N+]=[N-])=O)=O